2-cyclohexyl-7-oxo-4,7-dihydropyrazolo[1,5-a]pyrimidine-5-carboxylic acid methyl ester COC(=O)C=1NC=2N(C(C1)=O)N=C(C2)C2CCCCC2